BrC1=CN=C(S1)C1CCC(CC1)=O 4-(5-bromothiazol-2-yl)cyclohexan-1-one